fluorouridine-3'-phosphate P(=O)(O)(O)O[C@H]1[C@H]([C@@](O[C@@H]1CO)(N1C(=O)NC(=O)C=C1)F)O